C1(CCC1)CC1=C(C(=CC=C1)CC1CCC1)NC(=O)C=1C(=C(SC1C(C)(C)O)S(=O)(=O)N)C#N ((2,6-bis(cyclobutylmethyl)phenyl)carbamoyl)-3-cyano-5-(2-hydroxypropan-2-yl)thiophene-2-sulfonamide